3-(hydroxymethyl)-6-(4-methoxybenzyl)-1-(4-(trifluoromethyl)phenyl)-2,3,4,6-tetrahydro-1,6-naphthyridin-5(1H)-one OCC1CN(C=2C=CN(C(C2C1)=O)CC1=CC=C(C=C1)OC)C1=CC=C(C=C1)C(F)(F)F